α-(1-chlorocyclopropyl)-α-[2-(2,2-dichloro-cyclopropyl)ethyl]-1H-1,2,4-triazole-1-ethanol ClC1(CC1)C(CN1N=CN=C1)(O)CCC1C(C1)(Cl)Cl